O=C1OCC[C@H]1NC(OC(C)(C)C)=O tert-butyl (R)-(2-oxotetrahydrofuran-3-yl)carbamate